(R)-tert-butyl (2-((5-(4-(2-hydroxypropoxy)phenyl)pyridin-2-yl)amino)ethyl)-carbamate O[C@@H](COC1=CC=C(C=C1)C=1C=CC(=NC1)NCCNC(OC(C)(C)C)=O)C